2-(3-tert-butylanilino)benzoic acid C(C)(C)(C)C=1C=C(NC2=C(C(=O)O)C=CC=C2)C=CC1